C(C)(C)(C)OC(=O)N1C[C@@H](N(CC1)C=1C2=C(N(C(N1)=O)C=1C(=NC=CC1C)C(C)C)N=C(C(=C2)Cl)C2=C(C=CC=C2F)F)C (S)-4-(6-chloro-7-(2,6-difluorophenyl)-1-(2-isopropyl-4-methylpyridin-3-yl)-2-oxo-1,2-dihydropyrido[2,3-d]pyrimidin-4-yl)-3-methylpiperazine-1-carboxylic acid tert-butyl ester